Cl.[N+](=O)([O-])C=1C=C(C=C(C1)C(F)(F)F)[C@@H](C)N (R)-1-(3-nitro-5-(trifluoromethyl)phenyl)Ethan-1-amine hydrochloride